Cl.Cl.OB(CCCC[C@]1(NC[C@@H]2NCC[C@@H]21)C(=O)O)O (3aS,4R,6aR)-4-(4-dihydroxyboryl-butyl)octahydropyrrolo[3,4-b]pyrrole-4-carboxylic acid dihydrochloride